tert-butyl (E)-(1-(3-(3-(2,6-bis(trifluoromethyl)pyridin-4-yl)-1H-1,2,4-triazole-1-yl)-2-(pyrimidin-5-yl)acryloyl)azetidin-3-yl)methylcarbamate FC(C1=NC(=CC(=C1)C1=NN(C=N1)/C=C(/C(=O)N1CC(C1)CNC(OC(C)(C)C)=O)\C=1C=NC=NC1)C(F)(F)F)(F)F